2-(diethylamino)ethyl 4-(4-chlorophenyl)-2-phenyl-5-thiazoleacetate ClC1=CC=C(C=C1)C=1N=C(SC1CC(=O)OCCN(CC)CC)C1=CC=CC=C1